CC1(CC1)OC1=CC2=C(NN=C2C=C1)C1=CC(=NC=N1)N1CCC(CC1)C=O 1-[6-[5-(1-methylcyclopropoxy)-2H-indazol-3-yl]pyrimidin-4-yl]piperidine-4-carbaldehyde